C(C1=CC=CC=C1)OC(=O)N1C[C@@H](CC1)C1=NC=2C(=NC=CC2C2CCN(CC2)C(=O)OC(C)(C)C)N1 |r| (rac)-tert-butyl 4-[2-(1-benzyloxycarbonylpyrrolidin-3-yl)-3H-imidazo[4,5-b]pyridin-7-yl]piperidine-1-carboxylate